CC\C=C\CCCCCCCC\C=C/CCCC (3E,13Z)-3,13-octadecadiene